C1(CC1)C1=NN(C=N1)C1CC2(CN(C2)C(=O)N2CC3(C2)CN(C3)CC=3N=NN(C3C(F)(F)F)C)C1 [6-(3-cyclopropyl-1,2,4-triazol-1-yl)-2-azaspiro[3.3]heptan-2-yl]-[6-[[1-methyl-5-(trifluoromethyl)triazol-4-yl]methyl]-2,6-diazaspiro[3.3]heptan-2-yl]methanone